(R)-1-(4-(7-(3-hydroxynaphthalen-1-yl)-2-(2-(3-methoxypiperidin-1-yl)ethoxy)-5,6,7,8-tetrahydropyrido[3,4-d]pyrimidin-4-yl)piperazin-1-yl)prop-2-en-1-one OC=1C=C(C2=CC=CC=C2C1)N1CC=2N=C(N=C(C2CC1)N1CCN(CC1)C(C=C)=O)OCCN1C[C@@H](CCC1)OC